FC1=C(C=C(C=C1)F)[C@H]1OC[C@@H](C([C@@H]1N)C)N1CC2=NN(C=C2C1)S(=O)(=O)C (2R,3S,5R)-2-(2,5-difluorophenyl)-4-methyl-5-(2-methylsulfonyl-4,6-dihydropyrrolo[3,4-c]pyrazol-5-yl)tetrahydropyran-3-amine